4-morpholinylphenylboronic acid pinacol ester N1(CCOCC1)C1=CC=C(C=C1)B1OC(C)(C)C(C)(C)O1